2-fluoro-N-(3-fluoro-4-(4,4,5,5-tetramethyl-1,3,2-dioxaborolan-2-yl)phenyl)acrylamide but-2-ene-1,4-diyl-dipivalate C(C=CCCC(C(=O)O)(C)C)CC(C(=O)O)(C)C.FC(C(=O)NC1=CC(=C(C=C1)B1OC(C(O1)(C)C)(C)C)F)=C